(3aR,8S,9aS,9bR)-3a,6,6,9a-tetramethyl-8-((3-phenylpropyl)amino)decahydronaphtho[2,1-b]furan-2(1H)-one C[C@]12OC(C[C@@H]1[C@]1(C[C@H](CC(C1CC2)(C)C)NCCCC2=CC=CC=C2)C)=O